BrC=1C(=NC=C(C1F)[Si](C)(C)C)[C@@H](CCC=C)N[S@@](=O)C(C)(C)C (S)-N-((R)-1-(3-bromo-4-fluoro-5-(trimethylsilyl)pyridin-2-yl)pent-4-en-1-yl)-2-methylpropan-2-sulfinamide